N-(5,5-dimethyl-5H-dibenzo[b,d]silol-3-yl)dibenzo[b,d]furan-1-amine C[Si]1(C2=C(C3=C1C=CC=C3)C=CC(=C2)NC2=CC=CC=3OC1=C(C32)C=CC=C1)C